(6-((2R,3S,4S,5R)-3-(3,4-difluoro-2-methoxyphenyl)-4,5-dimethyl-5-(trifluoromethyl)tetrahydrofuran-2-carboxamido)-1H-indol-4-yl)boronic acid FC=1C(=C(C=CC1F)[C@H]1[C@@H](O[C@]([C@H]1C)(C(F)(F)F)C)C(=O)NC1=CC(=C2C=CNC2=C1)B(O)O)OC